pentamethylbenzene CC=1C(=C(C(=C(C1)C)C)C)C